C(C1=CC=CC=C1)OC=1SC=C(N1)Br 2-benzyloxy-4-bromothiazole